FC(C(=O)O)(F)F.NC=1N=CC(=NC1N1N=CN=C1)C=1C=C(C=CC1C)S(=O)(=O)NC12COC(C1)(C2)CO 3-(5-Amino-6-(1H-1,2,4-triazol-1-yl)pyrazin-2-yl)-N-(1-(hydroxymethyl)-2-oxabicyclo[2.1.1]hexan-4-yl)-4-methylbenzenesulfonamide trifluoroacetate salt